C(C1=CC=CC=C1)N1C([C@@]2(C3=CC(=CC=C13)OC)[C@@H](C2)C2=CC=C1C=NN(C1=C2)CC2=CC=CC=C2)=O (1r,2s)-1'-benzyl-2-(1-benzyl-1H-indazol-6-yl)-5'-methoxyspiro[cyclopropan-1,3'-indolin]-2'-one